N-(1-(4-fluorophenyl)-6-(3-(2-methoxyethoxy)-1H-pyrazol-1-yl)-1H-pyrazolo[3,4-d]pyrimidin-4-yl)-5-nitrothiophene-2-carboxamide FC1=CC=C(C=C1)N1N=CC=2C1=NC(=NC2NC(=O)C=2SC(=CC2)[N+](=O)[O-])N2N=C(C=C2)OCCOC